tert-butyl (4S)-4-[(1-benzyloxycarbonyl-4-piperidyl)oxy]-2,2-dimethyl-piperidine-1-carboxylate C(C1=CC=CC=C1)OC(=O)N1CCC(CC1)O[C@@H]1CC(N(CC1)C(=O)OC(C)(C)C)(C)C